(E)-3-(3-methoxy-4-((4-fluorobenzyl)oxy)phenyl)propenal COC=1C=C(C=CC1OCC1=CC=C(C=C1)F)/C=C/C=O